ClC1=C(C(=CC=C1)F)CC(=O)NC1=CC(=C(C=C1)OCC1CCOCC1)S(N)(=O)=O 2-(2-chloro-6-fluorophenyl)-N-[3-sulfamoyl-4-(tetrahydro-2H-pyran-4-ylmethoxy)phenyl]acetamide